3-(3-oxo-3-(4-(3-(trifluoromethyl)benzyl)piperazin-1-yl)propyl)-8-(trifluoromethyl)-3,5-dihydro-4H-pyrimido[5,4-b]indol-4-one O=C(CCN1C=NC2=C(NC=3C=CC(=CC23)C(F)(F)F)C1=O)N1CCN(CC1)CC1=CC(=CC=C1)C(F)(F)F